8-(3-bromophenyl)-2,6-diphenylimidazo[1,2-a]pyridine BrC=1C=C(C=CC1)C=1C=2N(C=C(C1)C1=CC=CC=C1)C=C(N2)C2=CC=CC=C2